N-(3-cyclopropyl-1-(6-(1,1-difluoroethyl)-4-(2-methoxyethoxy)pyridin-2-yl)-1H-pyrazolo[4,3-C]pyridin-6-yl)acetamide C1(CC1)C1=NN(C2=C1C=NC(=C2)NC(C)=O)C2=NC(=CC(=C2)OCCOC)C(C)(F)F